5-Amino-3-bromo-1-((2-(trimethylsilyl)ethoxy)methyl)-1H-pyrazole-4-carbonitrile NC1=C(C(=NN1COCC[Si](C)(C)C)Br)C#N